fluoromethane-d3 [2H]C([2H])([2H])F